C1(CC1)C1=NN2C(N(C([C@H](CC2)NC(=O)C2=NN(C=N2)CC2=C(C=CC=C2F)F)=O)C)=C1 (S)-N-(2-cyclopropyl-4-methyl-5-oxo-5,6,7,8-tetrahydro-4H-pyrazolo[1,5-a][1,3]diazepin-6-yl)-1-(2,6-difluorobenzyl)-1H-1,2,4-triazole-3-carboxamide